ethyl 2-(2-((7-(3-(aminomethyl)-1H-pyrrol-1-yl)benzofuran-5-yl)methoxy)phenyl)acetate NCC1=CN(C=C1)C1=CC(=CC=2C=COC21)COC2=C(C=CC=C2)CC(=O)OCC